FC=1C=C2C3(C(NC2=CC1F)=O)CC3 5',6'-difluorospiro[cyclopropane-1,3'-indolin]-2'-one